6-(2-Boc-5-fluoro-3,4-dihydro-1H-isoquinolin-7-yl)-1-(3-chlorophenyl)-7-oxo-4,5-dihydropyrazolo[3,4-c]pyridine-3-carboxylic acid C(=O)(OC(C)(C)C)N1CC2=CC(=CC(=C2CC1)F)N1C(C2=C(CC1)C(=NN2C2=CC(=CC=C2)Cl)C(=O)O)=O